[B].[B].OC(C)(C)C(C)(C)O.OC(C)(C)C(C)(C)O bispinacol diboron